(+)-8-((1S,2S,3S)-3-hydroxy-2-methylcyclopentyl)-6-(difluoromethyl-d)-2-((1-((methyl-d3)sulfonyl)piperidin-4-yl-3,3,4,5,5-d5)-amino)pyrido[2,3-d]pyrimidin-7(8H)-one O[C@@H]1[C@H]([C@H](CC1)N1C(C(=CC2=C1N=C(N=C2)NC2(C(CN(CC2([2H])[2H])S(=O)(=O)C([2H])([2H])[2H])([2H])[2H])[2H])C([2H])(F)F)=O)C